2-methyl-4-nitrophenol CC1=C(C=CC(=C1)[N+](=O)[O-])O